2-(7-fluoro-2H-benzopyran-4-yl)-N-(3-sulfamoylphenyl)-4-(trifluoromethyl)benzamide FC1=CC2=C(C(=CCO2)C2=C(C(=O)NC3=CC(=CC=C3)S(N)(=O)=O)C=CC(=C2)C(F)(F)F)C=C1